C(C1=CC=CC=C1)(=O)C1=C(NN(C1=O)C1=CC=CC=C1)C 4-benzoyl-3-methyl-1-phenyl-pyrazol-5-one